2,5-bis[1-(furan-2-yl)ethane-1-yl]furan O1C(=CC=C1)C(C)C=1OC(=CC1)C(C)C=1OC=CC1